N,N'-(2,2'-dimethyl-[1,1'-biphenyl]-3,3'-diyl)bis(4-methoxy-5-(((2-methoxyethyl)(methyl)amino)methyl)picolinamide) CC1=C(C=CC=C1NC(C1=NC=C(C(=C1)OC)CN(C)CCOC)=O)C1=C(C(=CC=C1)NC(C1=NC=C(C(=C1)OC)CN(C)CCOC)=O)C